CC1=NC(=C(N=C1C)CC)CC 2,3-dimethyl-5,6-diethyl-pyrazine